FC(C1=CC=C2C=CC=CC2=C1)(F)F 7-(trifluoromethyl)naphthalene